((2R,3S,4R,5R)-5-(4-aminopyrrolo[2,1-f][1,2,4]triazin-7-yl)-5-cyano-3,4-dihydroxytetrahydrofuran-2-yl)methyl ((R)-2-((3-cyano-5-fluorobenzyl)oxy)henicosyl) hydrogen phosphate P(=O)(OC[C@H]1O[C@@]([C@@H]([C@@H]1O)O)(C#N)C1=CC=C2C(=NC=NN21)N)(OC[C@@H](CCCCCCCCCCCCCCCCCCC)OCC2=CC(=CC(=C2)F)C#N)O